CC(CCOC[C@H](N)C(=O)O)(C)OC1OCCCC1 O-(3-methyl-3-((tetrahydro-2H-pyran-2-yl)oxy)butyl)-L-serine